2-methyl-6-(7-((4R)-1-oxa-6-azaspiro[3.5]nonan-6-ylcarbonyl)-2-quinoxalinyl)-1(2H)-isoquinolinone CN1C(C2=CC=C(C=C2C=C1)C1=NC2=CC(=CC=C2N=C1)C(=O)N1C[C@]2(CCO2)CCC1)=O